O=C1N2[C@@H](COC3=C1N=CC(=C3)C(F)(F)F)CN(CC2)C(=O)O.O2C(=O)CCC3CCCCC23 OCTAHYDROCOUMARIN (R)-12-oxo-3-(trifluoromethyl)-6a,7,9,10-tetrahydro-12H-pyrazino[2,1-c]pyrido[2,3-f][1,4]oxazepine-8(6H)-carboxylate